FC1=C(C=CC(=C1)N=C=S)C1=NOC(=C1)C=1C(=NC=C(N1)C1=CC=C(C=C1)S(=O)(=O)C(C)C)NC([O-])=O.FC(F)(F)F.[Li+] lithium perfluoromethane 3-(3-(2-fluoro-4-isothiocyanatophenyl)isoxazol-5-yl)-(5-(4-(isopropylsulfonyl)phenyl)-pyrazin-2-yl)carbamate